NC1=NC=CC(=C1C#CCC1CCN(CC1)C(=O)OC(C)(C)C)OC1=C(C=C(C=C1)NC(=O)C=1C(N(C(N(C1)CC=C)=O)CC=C)=O)F tert-butyl 4-(3-(2-amino-4-(4-(1,3-diallyl-2,4-dioxo-1,2,3,4-tetrahydropyrimidine-5-carboxamido)-2-fluorophenoxy)pyridin-3-yl)prop-2-ynyl)piperidine-1-carboxylate